FC1=CC=C(C=C1)N1C(=C(C2=C(C=CC=C12)O)C1=CC=C(C(=O)O)C=C1)C1CN(CCC1)S(=O)(=O)C 4-[1-(4-fluorophenyl)-4-hydroxy-2-(1-methylsulfonyl-3-piperidyl)indol-3-yl]benzoic acid